NC1=NC(=CC(=C1)C1=NC(=CC(=N1)N=S(=O)(C)C1CC1)N1[C@@H](COCC1)C)Cl ((2-(2-amino-6-chloropyridin-4-yl)-6-((R)-3-methyl-morpholino)pyrimidin-4-yl)imino)(cyclopropyl)-(methyl)-λ6-sulfanone